The molecule is a 7-hydroxyflavonol with additional hydroxy groups at positions 3, 3' and 4'. It has a role as an EC 5.99.1.3 [DNA topoisomerase (ATP-hydrolysing)] inhibitor, an antioxidant, an anti-inflammatory agent, a metabolite and a plant metabolite. It is a 3'-hydroxyflavonoid, a 7-hydroxyflavonol and a tetrahydroxyflavone. It is a conjugate acid of a fisetin(1-). C1=CC(=C(C=C1C2=C(C(=O)C3=C(O2)C=C(C=C3)O)O)O)O